CNCOC(=O)N1CCOCC1 ((methylamino)methyl)morpholine-4-carboxylate